CC=1C=C(C=C2C(C=COC12)=O)CN1C[C@H](CCC1)C 8-methyl-6-(((S)-3-methylpiperidin-1-yl)methyl)-4H-chromen-4-one